((1-((2,4-dichlorophenyl)sulfonyl)-3-(hydroxymethyl)azetidin-3-yl)methoxy)-2-fluorobenzonitrile ClC1=C(C=CC(=C1)Cl)S(=O)(=O)N1CC(C1)(CO)COC=1C(=C(C#N)C=CC1)F